(S)-N-[(R)-(2-methoxynaphthalen-1-yl)(piperidin-4-yl)methyl]-2-methylpropane-2-sulfinamide COC1=C(C2=CC=CC=C2C=C1)[C@H](N[S@@](=O)C(C)(C)C)C1CCNCC1